OC(C)C1=CC(=NC=C1)NC(OCCCC)=O butyl (4-(1-hydroxyethyl)pyridin-2-yl)carbamate